bis(sec-butylamino)ethylsilane C(C)(CC)NC(C[SiH3])NC(C)CC